COC1=C(CN2C3(CC3)[C@@H]([C@@H](C2)C=2C=NC=CC2)C#N)C=CC(=C1)OC |r| racemic-cis-4-(2,4-dimethoxybenzyl)-6-(pyridin-3-yl)-4-azaspiro[2.4]heptane-7-carbonitrile